8,9-dihydro-5H-benzo[7]annulene-5-one C1=CC=CC2=C1CCC=CC2=O